benzyl N-[3-bromo-1-(4,4-difluorocyclohexyl)-2-oxo-propyl]carbamate BrCC(C(C1CCC(CC1)(F)F)NC(OCC1=CC=CC=C1)=O)=O